C(C=C)N1N=NN=C1CC(C(=O)O)N 3-(N1-allyl-tetrazol-5-yl)-2-aminopropanoic acid